C(C)(C)(C)OC(=O)NC(C(=O)O)C 2-(tert-butoxycarbonylamino)propanoic acid